C(C1CO1)OCCC[Si](O[Si](CCCOCC1CO1)(C)C)(C)C 1,3-bis(3-glycidyloxypropyl)tetramethyldisiloxane